The molecule is a member of the class of aminopyrimidines that is N-phenylpyrimidin-2-amine carrying additional methyl and 1-propynyl substituents at positions 4 and 6 respectively. A fungicide used to control a wide range of diseases including grey mould on strawberries, tomatoes and cucumabers, and scab on apples and pears. It has a role as an aryl hydrocarbon receptor agonist, a hepatotoxic agent and an antifungal agrochemical. It is an aminopyrimidine, a secondary amino compound, an acetylenic compound and an anilinopyrimidine fungicide. CC#CC1=NC(=NC(=C1)C)NC2=CC=CC=C2